OC[C@H](C1=CC=CC=C1)NC1=CC(=NC=C1C1=NC(=NO1)C12CCN(CC1)CC2)NC2=CC=C1C(=N2)C(N(C1=O)C)(C)C (S)-2-((4-((2-hydroxy-1-phenylethyl)amino)-5-(3-(quinuclidin-4-yl)-1,2,4-oxadiazol-5-yl)pyridin-2-yl)amino)-6,7,7-trimethyl-6,7-dihydro-5H-pyrrolo[3,4-b]pyridin-5-one